n-methyl-6-{4-methyl-3-[(3-phenylbutyl)carbamoyl]piperazin-1-yl}-1H-indazole CN1N=CC2=CC=C(C=C12)N1CC(N(CC1)C)C(NCCC(C)C1=CC=CC=C1)=O